2-Acryloxyethyltrimethoxysilane C(C=C)(=O)OCC[Si](OC)(OC)OC